O[C@@H]1C[C@@H](N(C1)C(=O)OC(C)(C)C)C(=O)OC Methyl (2R,4R)-4-hydroxy-1-{[(2-methylprop-2-yl)oxy]carbonyl}tetrahydropyrrole-2-carboxylate